C(OC=1C(=NC=CC1OC)C(N[C@@H](C)C1=NC(=NO1)C1=CC=C(C=C1)C1=CC=CC=C1)=O)(OCC(C)C)=O (S)-2-((1-(3-([1,1'-biphenyl]-4-yl)-1,2,4-oxadiazol-5-yl)ethyl)carbamoyl)-4-methoxypyridin-3-yl isobutyl carbonate